2-decylhexanol tert-butyl-(6aR,8R)-2-chloro-8-(4-formylphenoxy)-6a,7,8,9-tetrahydropyrrolo[1',2':4,5]pyrazino[2,3-c]pyridazine-5(6H)-carboxylate C(C)(C)(C)C1=C2C(=NN=C1Cl)N(C[C@@H]1N2C[C@@H](C1)OC1=CC=C(C=C1)C=O)C(=O)OCC(CCCC)CCCCCCCCCC